6-chloro-3-(((R)-1-(2-((R*)-3-(5-cyano-6-methylpyridin-3-yl)piperidin-1-yl)-3,6-dimethyl-4-oxo-3,4-dihydroquinazolin-8-yl)ethyl)amino)-N-(methylsulfonyl)picolinamide ClC1=CC=C(C(=N1)C(=O)NS(=O)(=O)C)N[C@H](C)C=1C=C(C=C2C(N(C(=NC12)N1C[C@H](CCC1)C=1C=NC(=C(C1)C#N)C)C)=O)C |o1:29|